6-bromo-N-[5-(2-cyanoethyl)-4-methoxy-pyrimidin-2-yl]-7-fluoro-1H-indole-3-sulfonamide BrC1=CC=C2C(=CNC2=C1F)S(=O)(=O)NC1=NC=C(C(=N1)OC)CCC#N